(1Z,4S,6S,7E)-1-iodo-6-(methoxymethoxy)-5,5-dimethylnona-1,7-dien-4-ol I\C=C/C[C@@H](C([C@H](\C=C\C)OCOC)(C)C)O